NC=1C=C(C=CC1F)C(CCC1CC1)(C1=NC=CC=C1)N[S@@](=O)C(C)(C)C (S)-N-((+)-1-(3-amino-4-fluorophenyl)-3-cyclopropyl-1-(pyridin-2-yl)propyl)-2-methylpropan-2-sulfinamide